5,6-bis(cyclohexyloxycarbonyl)bicyclo[2.2.1]-2-heptene C1(CCCCC1)OC(=O)C1C2C=CC(C1C(=O)OC1CCCCC1)C2